[Br-].C(=O)=[Mn+](=C=O)(=C=O)(=C=O)=C=O pentacarbonyl-manganese (I) bromide